4-((1-(methylsulfonyl)piperidin-4-yl)oxy)picolinonitrile CS(=O)(=O)N1CCC(CC1)OC1=CC(=NC=C1)C#N